CC1=CC=C(C=C1)S(=O)(=O)O.F[C@H]1C[C@H](NC1)C(=O)N (2s,4s)-4-fluoropyrrolidine-2-carboxamide p-toluenesulfonate